ClC=1C=C(C(=NC1)N1C(C(N(C(C1)=O)CC1=CC=C(C=C1)C(F)(F)F)CCSC)=O)F 1-(5-chloro-3-fluoropyridin-2-yl)-3-(2-(methylthio)ethyl)-4-(4-(trifluoromethyl)benzyl)piperazine-2,5-dione